CS(=CC([C@H](COC(C(F)(F)F)(C)C)NC([O-])=O)=O)(=O)C (S)-(4-(dimethyl(oxo)-λ6-sulfaneylidene)-3-oxo-1-((1,1,1-trifluoro-2-methylpropan-2-yl)oxy)butan-2-yl)carbamate